CC=1N=NSC1C(=O)N1CCC(CC1)C1=C(C=CC=C1)C(F)(F)F (4-methyl-1,2,3-thiadiazol-5-yl)(4-(2-(trifluoromethyl)phenyl)piperidin-1-yl)methanone